C(CCCCCCCCCC=CCCCCCCCC)(=O)OCCCCCCCCCCCCCCCC(CC)C 16-methylstearyl eicos-11-enoate